C(C)(C)(C)N[C@@H](CC(C)C)C(=O)O tert-butyl-L-leucine